CC1=NC(=CC(=N1)C=1C=CC2=C(C(=CO2)CC(=O)OCC)C1)N[C@@H]1CCCC2=CC=CC=C12 ethyl (5-{2-methyl-6-[(1R)-1,2,3,4-tetrahydronaphthalen-1-ylamino]pyrimidin-4-yl}-1-benzofuran-3-yl)acetate